N-(3-(trifluoromethyl)phenyl)-4-morpholinyl-6-(4-pyridyloxy)-[1,3,5]triazin-2-amine FC(C=1C=C(C=CC1)NC1=NC(=NC(=N1)N1CCOCC1)OC1=CC=NC=C1)(F)F